4-((R)-3-hydroxy-2-oxopyrrolidin-1-yl)-1-(5-(trifluoromethyl)pyrimidin-2-yl)piperidine-3-carboxamide O[C@H]1C(N(CC1)C1C(CN(CC1)C1=NC=C(C=N1)C(F)(F)F)C(=O)N)=O